4-(2-(6-methylpyridin-2-yl)-6,7-dihydro-8H-pyrimido[5,4-b][1,4]oxazin-8-yl)pyrimidine-5-carbonitrile CC1=CC=CC(=N1)C=1N=CC=2OCCN(C2N1)C1=NC=NC=C1C#N